ClC1=C(C(=O)N)C=CC(=C1)NC1=NC=C(C(=N1)N[C@H](CO)C1=CC=CC=C1)C=1OC(=NN1)C(C)C 2-chloro-4-[[4-[[(1S)-2-hydroxy-1-phenyl-ethyl]amino]-5-(5-isopropyl-1,3,4-oxadiazol-2-yl)pyrimidin-2-yl]amino]benzamide